ClC(C(CC(CC(=O)OCC)=O)=O)(F)F ethyl 6-chloro-6,6-difluoro-3,5-dioxo-hexanoate